2-(2H-Benzotriazol-2-yl)-6-undecyl-4-dodecylphenol N=1N(N=C2C1C=CC=C2)C2=C(C(=CC(=C2)CCCCCCCCCCCC)CCCCCCCCCCC)O